(1R)-1-[4-(cyclopropylmethoxy)-3-methoxy-phenyl]ethanamine hydrochloride Cl.C1(CC1)COC1=C(C=C(C=C1)[C@@H](C)N)OC